F[C@@H]1C[C@H](N(C1)C(CCC1=NC=C(C=C1)C)=O)C(=O)N[C@H](C1=CC=C(C=C1)C(C)C)C1=CC=CC=C1 (2S,4R)-4-fluoro-1-[3-(5-methylpyridin-2-yl)propanoyl]-N-[(S)-phenyl[4-(propan-2-yl)phenyl]methyl]pyrrolidine-2-carboxamide